C(C)(C)[C@@H]1N(CCN(C1)C)CC1=CC(=C2CNC(C2=C1)=O)C(F)(F)F (S)-6-((2-isopropyl-4-methylpiperazin-1-yl)-methyl)-4-(trifluoromethyl)isoindolin-1-one